CC1=NOC2=CN=C(C=C21)C=O 3-methylisoxazolo[5,4-c]pyridine-5-carbaldehyde